Benzyl (R)-7-((2-((tert-butyldimethylsilyl)oxy)ethyl)sulfonyl)-2-(2-fluoro-3-iodophenyl)-2,6,6-trimethylheptanoate [Si](C)(C)(C(C)(C)C)OCCS(=O)(=O)CC(CCC[C@](C(=O)OCC1=CC=CC=C1)(C)C1=C(C(=CC=C1)I)F)(C)C